N-(2-Amino-4-((4-(trifluoromethyl)benzyl)amino)phenyl)undecanamid NC1=C(C=CC(=C1)NCC1=CC=C(C=C1)C(F)(F)F)NC(CCCCCCCCCC)=O